(R)-4-(4-(difluoromethyl)pyrazolo[1,5-a]pyridin-2-yl)-5-(5-(trifluoromethyl)pyrimidin-2-yl)-4,5,6,7-tetrahydro-1H-imidazo[4,5-c]pyridine FC(C=1C=2N(C=CC1)N=C(C2)[C@@H]2N(CCC1=C2N=CN1)C1=NC=C(C=N1)C(F)(F)F)F